2,2-difluoro-6-hydroxy-N-phenylhexanamide-13C FC([13C](=O)NC1=CC=CC=C1)(CCCCO)F